2-(1-((2-methoxyethoxy)methyl)-4-(methoxymethoxy)-1H-indol-3-yl)-N,N-dimethylethan-1-amine COCCOCN1C=C(C2=C(C=CC=C12)OCOC)CCN(C)C